antimony tris(mercaptoethyl stearate) SCCC(C(=O)[O-])CCCCCCCCCCCCCCCC.SCCC(C(=O)[O-])CCCCCCCCCCCCCCCC.SCCC(C(=O)[O-])CCCCCCCCCCCCCCCC.[Sb+3]